N-ethyl-pentylenediamine C(C)NCCCCCN